COC1=CC=C(CN(C2=C(C=C3C(=N2)C=C(N3COCC[Si](C)(C)C)CN3C(=CC=CC3=O)C(=O)O)C)CC3=CC=C(C=C3)OC)C=C1 1-((5-(bis(4-methoxybenzyl)amino)-6-methyl-1-((2-(trimethylsilyl)ethoxy)methyl)-1H-pyrrolo[3,2-b]pyridin-2-yl)methyl)-6-oxo-1,6-dihydropyridine-2-carboxylic acid